methyl 2-(3-(N,N-bis(4-methoxybenzyl)sulfamoyl)-4-fluoro-5-(4-methyl-piperazine-1-carbonyl)-1H-pyrazol-1-yl)-2-methylpropanoate COC1=CC=C(CN(S(=O)(=O)C2=NN(C(=C2F)C(=O)N2CCN(CC2)C)C(C(=O)OC)(C)C)CC2=CC=C(C=C2)OC)C=C1